(R)-3-[2-[3-(1-amino-7-isoquinolinyl)-4-methyl-phenyl]ethynyl]-3-hydroxy-1-(2,2,2-trifluoroethyl)pyrrolidin-2-one NC1=NC=CC2=CC=C(C=C12)C=1C=C(C=CC1C)C#C[C@]1(C(N(CC1)CC(F)(F)F)=O)O